C(C)(C)(C)OC(=O)N1C(=CC2=CC(=CC=C12)NC([C@H](CC1=CC=CC=C1)N1N=C(C(=CC1=O)C1=C(C=CC(=C1)Cl)C(C)=O)OC)=O)C(=O)OC(C)(C)C (S)-5-(2-(4-(2-acetyl-5-chlorophenyl)-3-methoxy-6-oxopyridazin-1(6H)-yl)-3-phenylpropanamido)-1H-indole-1,2-dicarboxylic acid di-tert-butyl ester